C(C)(C)(C)OC(N[C@H]1CN(C[C@H]1C)C1=C2C=CC=NC2=C(C=C1)C)=O N-[(3r,4r)-4-methyl-1-(8-methylquinolin-5-yl)pyrrolidin-3-yl]carbamic acid tert-butyl ester